(S,E)-N-(4-((4-([1,2,4]triazolo[1,5-a]pyridin-7-yloxy)-2-methoxy-5-methylphenyl)amino)-7-methoxy-quinazolin-6-yl)-2-fluoro-3-(1-methylpyrrolidin-2-yl)acrylamide N=1C=NN2C1C=C(C=C2)OC2=CC(=C(C=C2C)NC2=NC=NC1=CC(=C(C=C21)NC(/C(=C\[C@H]2N(CCC2)C)/F)=O)OC)OC